(E)-2-cyano-3-(6-(piperidin-1-yl)naphthalen-2-yl)-N-(2,4,5-trihydroxy-6-(hydroxymethyl)tetrahydro-2H-pyran-3-yl)acrylamide C(#N)/C(/C(=O)NC1C(OC(C(C1O)O)CO)O)=C\C1=CC2=CC=C(C=C2C=C1)N1CCCCC1